C(C)N1C(N(C2=NC(=NC=C12)NC1=CC(=C(C(=O)N)C=C1C)F)C1CCOCC1)=O 4-((7-ethyl-8-oxo-9-(tetrahydro-2H-pyran-4-yl)-8,9-dihydro-7H-purin-2-yl)amino)-2-fluoro-5-methylbenzamide